C=1(OC=C2C=CC=CC12)C1OCCC2=CC=CC=C12 isobenzofuranyl-isochroman